ClC=1C=CC=2N(C(N=C(C2N1)N1[C@H](CN([C@@H](C1)CO)C(C1=NC=C(C=C1)C(F)(F)F)C1=CC=C(C=C1)F)C)=O)C 6-Chloro-4-((2S,5S)-4-((4-fluorophenyl)(5-(trifluoromethyl)pyridin-2-yl)methyl)-5-(hydroxymethyl)-2-methylpiperazin-1-yl)-1-methylpyrido[3,2-d]pyrimidin-2(1H)-one